Cl.C1(CC1)[C@@H](\C=C(\S(=O)(=O)C)/F)N (S,E)-1-cyclopropyl-3-fluoro-3-(methylsulfonyl)prop-2-en-1-amine hydrochloride